[Fe+2].I(=O)(=O)(=O)[O-].I(=O)(=O)(=O)[O-] periodate iron